5-(2-(4-((Tert-butoxycarbonyl)(3-chloro-4-(trifluoromethoxy)benzyl)amino)butoxy)ethoxy)pyrimido[4,5-c]quinoline-8-carboxylic acid C(C)(C)(C)OC(=O)N(CCCCOCCOC1=NC=2C=C(C=CC2C2=C1N=CN=C2)C(=O)O)CC2=CC(=C(C=C2)OC(F)(F)F)Cl